CC1OCC=2C=NC(=CC21)NC(OC(C)(C)C)=O tert-butyl N-(1-methyl-1,3-dihydrofuro[3,4-c]pyridin-6-yl)carbamate